2,6-bis(glycidoxymethyl)styrene C(C1CO1)OCC1=C(C=C)C(=CC=C1)COCC1CO1